(S)-tert-leucine N[C@@H](C(C)(C)C)C(=O)O